ClC1=NC=C(C(=C1)C1=C(C=NC(=C1)C)C(=O)NC=1SC2=C(N1)CN(C2)C(C)C2=C(C=C(C=C2)C(F)F)F)OC 2'-Chloro-N-(5-(1-(4-(difluoromethyl)-2-fluorophenyl)ethyl)-5,6-dihydro-4H-pyrrolo[3,4-d]thiazol-2-yl)-5'-methoxy-6-methyl-[4,4'-bipyridine]-3-carboxamide